3'-methyl-4-pentyl-3-(pyridin-4-yl)-[1,1'-biphenyl]-2,6-diol CC=1C=C(C=CC1)C=1C(=C(C(=CC1O)CCCCC)C1=CC=NC=C1)O